COC1=C2C(C(=C(OC2=CC(=C1)OC)C1=CC(=C(C(=C1)OC)OC)OC)OCCCCSC=1OC(=NN1)C1=CC=CC=C1)=O 5,7-dimethoxy-3-(4-((5-phenyl-1,3,4-oxadiazol-2-yl)thio)butoxy)-2-(3,4,5-trimethoxyphenyl)-4H-chromen-4-one